4-{[3-Methoxy-4-(2-methyl-2H-1,2,3,4-tetrazol-5-yl)pyridin-2-yl]amino}-N-(2H3)methyl-6-[(4-methylpyridin-2-yl)amino]pyridin-3-carboxamid COC=1C(=NC=CC1C=1N=NN(N1)C)NC1=C(C=NC(=C1)NC1=NC=CC(=C1)C)C(=O)NC([2H])([2H])[2H]